C(C=C)C1=C(C(=CC=C1)C(C)C)N=C(C)C=1C(=NC=CC1)C(C)=NC1=C(C=CC=C1C(C)C)CC=C bis(1-(2-allyl-6-isopropylphenylimino)ethyl)pyridine